BrC1=CC=C(C[C@H]2[C@@H](C2)C(=O)OCC)C=C1 (1R,2S)-ethyl 2-(4-bromobenzyl)cyclopropanecarboxylate